2-Isopropyl-N-methyl-1-(2-oxo-1,3-dihydropyrrolo[2,3-b]pyridin-5-yl)benzimidazole-5-carboxamide C(C)(C)C1=NC2=C(N1C=1C=C3C(=NC1)NC(C3)=O)C=CC(=C2)C(=O)NC